COC(=O)C12OC(C(CC1)CC2)COC(C)=O (acetoxymethyl)-2-oxabicyclo[2.2.2]octane-1-carboxylic acid methyl ester